Sodium methyl α-sulfopalmitate S(=O)(=O)(O)C(C(=O)OC)CCCCCCCCCCCCCC.[Na]